γ-Carboxyglutamic Acid C(=O)(O)C(C[C@H](N)C(=O)O)C(=O)O